(R)-1-(2-(4-(3-chlorophenyl)piperazin-1-yl)-2-oxo-1-phenylethyl)pyrrolidine-2,5-dione ClC=1C=C(C=CC1)N1CCN(CC1)C([C@@H](C1=CC=CC=C1)N1C(CCC1=O)=O)=O